CN(C=1C=CC(=C(C1)N1C(SCC1=O)=N)C(F)(F)F)C 3-(5-(dimethylamino)-2-(trifluoromethyl)phenyl)-2-iminothiazolidin-4-one